C(C1=CC=CC=C1)OC1=NC(=CC=C1C1=NN(C2=CC(=CC=C12)C1CCN(CC1)C[C@@H]1[C@@H](CN(CC1)C(=O)OC(C)(C)C)F)C)OCC1=CC=CC=C1 tert-butyl (3S,4R)-4-((4-(3-(2,6-bis(benzyloxy)pyridin-3-yl)-1-methyl-1H-indazol-6-yl)piperidin-1-yl)methyl)-3-fluoropiperidine-1-carboxylate